Bis-[4-(2,3-epoxypropoxy)phenyl]propan C(C1CO1)OC1=CC=C(C=C1)C(C)(C)C1=CC=C(C=C1)OCC1CO1